CC1(CN(CC1)C1=C(C=CC=C1C)NS(=O)(=O)C1=CC=C(S1)S(=O)(=O)N(C)C)C N5-[2-(3,3-dimethylpyrrolidin-1-yl)-3-methyl-phenyl]-N2,N2-dimethyl-thiophene-2,5-disulfonamide